Tert-butyl (1S,2S,4R)-3-[[4-[6-(3,5-dimethylisoxazol-4-yl)-1H-indol-3-yl]-5-(trifluoromethyl)pyrimidin-2-yl]-amino]-7-azabicyclo-[2.2.1]-heptane-7-carboxylate CC1=NOC(=C1C1=CC=C2C(=CNC2=C1)C1=NC(=NC=C1C(F)(F)F)NC1C[C@@H]2CC[C@H]1N2C(=O)OC(C)(C)C)C